O(CCC(C(=[N+](C)C)Cl)(C(CCNC(CCCCCCCC(=O)NCCCCl)=O)=[N+](C)C)Cl)Cl oxy-1,2-ethanediyl(dimethyliminio)-1,3-propanediylimino(1,9-dioxo-1,9-nonanediyl)imino-1,3-propanediyl(dimethyliminio)-1,2-ethanediyl chloride